ClC1=C(C=CC(=C1)Cl)C=1CCCC2=C(C1C1=CC=C(C=C1)O[C@@H]1CN(CC1)CCCF)C=CC(=C2)C(CC(=O)OC)=O (S)-methyl 3-(8-(2,4-dichlorophenyl)-9-(4-((1-(3-fluoropropyl) pyrrolidin-3-yl) oxy) phenyl)-6,7-dihydro-5H-benzo[7]annulen-3-yl)-3-oxopropanoate